{4-[(4,7-dimethoxynaphthalen-1-yl)dimethoxymethyl]phenyl}phenyliodonium nonafluorobutanesulfonate FC(C(C(C(S(=O)(=O)[O-])(F)F)(F)F)(F)F)(F)F.COC1=CC=C(C2=CC(=CC=C12)OC)C(C1=CC=C(C=C1)[I+]C1=CC=CC=C1)(OC)OC